N-[1'-(2,2-difluoroethyl)-6-morpholino-spiro[3H-benzofuran-2,3'-azetidine]-5-yl]pyrazolo[1,5-a]pyrimidine-3-carboxamide FC(CN1CC2(C1)OC1=C(C2)C=C(C(=C1)N1CCOCC1)NC(=O)C=1C=NN2C1N=CC=C2)F